(2R)-1-cyclopropyl-3-hydroxypropan-2-yl (3R,4S)-3-{5-[4-amino-5-(trifluoromethyl)pyrrolo[2,1-f][1,2,4]triazin-7-yl]-2-methoxypyridine-3-amido}-4-fluoropyrrolidine-1-carboxylate NC1=NC=NN2C1=C(C=C2C=2C=C(C(=NC2)OC)C(=O)N[C@@H]2CN(C[C@@H]2F)C(=O)O[C@H](CC2CC2)CO)C(F)(F)F